1-methyl-N-(1-methyl-5-((5-(trifluoromethyl)pyridin-4-yl)oxy)-1H-indazol-7-yl)-5-oxopyrrolidine-2-carboxamide CN1C(CCC1=O)C(=O)NC=1C=C(C=C2C=NN(C12)C)OC1=CC=NC=C1C(F)(F)F